2-chloro-N-(4-(difluoromethyl)-6-methoxy-5-(1-trityl-1H-imidazol-4-yl)pyridin-2-yl)-8,8-dimethyl-7,8-dihydro-6H-cyclopenta[e]pyrazolo[1,5-a]pyrimidine-6-carboxamide ClC1=NN2C(N=CC3=C2C(CC3C(=O)NC3=NC(=C(C(=C3)C(F)F)C=3N=CN(C3)C(C3=CC=CC=C3)(C3=CC=CC=C3)C3=CC=CC=C3)OC)(C)C)=C1